N-(5-Aminocarbamimidoyl-2-methylphenyl)-2-(4-fluoro-2-methylphenoxy)-4-(trifluoromethyl)benzamide NNC(=N)C=1C=CC(=C(C1)NC(C1=C(C=C(C=C1)C(F)(F)F)OC1=C(C=C(C=C1)F)C)=O)C